FC1=CC2=C(N(C=N2)C2CC(C2)C(=O)O)C=C1 3-(5-fluorobenzimidazol-1-yl)cyclobutanecarboxylic acid